4-fluoroadamantan-1-amine 2-(1-hydroxypentyl)benzoate OC(CCCC)C1=C(C(=O)O)C=CC=C1.FC1C2CC3(CC(CC1C3)C2)N